tert-butyl 3-{[5-carbamoyl-4-nitro-1-(4-phenoxyphenyl)-1H-pyrazol-3-yl](2-oxoethyl)amino}azetidine-1-carboxylate C(N)(=O)C1=C(C(=NN1C1=CC=C(C=C1)OC1=CC=CC=C1)N(C1CN(C1)C(=O)OC(C)(C)C)CC=O)[N+](=O)[O-]